C(C)(=O)O[C@H]1C[C@@H](O[C@@H]1COC(C)=O)N1C(NC(C(=C1)C(=O)O)=O)=O 1-((2R,4S,5R)-4-acetoxy-5-(acetoxymethyl)tetrahydrofuran-2-yl)-2,4-dioxo-1,2,3,4-tetrahydropyrimidine-5-carboxylic acid